tert-butyl 3-(3-((4-butylphenyl)difluoromethyl)-1,2,4-oxadiazol-5-yl)-2-(diethoxyphosphoryl)propanoate C(CCC)C1=CC=C(C=C1)C(C1=NOC(=N1)CC(C(=O)OC(C)(C)C)P(=O)(OCC)OCC)(F)F